4-(((2S,4R)-4-cyclopropyl-2-(4-(methyl-Oxycarbonyl)phenyl)piperidin-1-yl)methyl)-7-methyl-5-(prop-1-yn-1-yl)-1H-indole-1-carboxylic acid tert-butyl ester C(C)(C)(C)OC(=O)N1C=CC2=C(C(=CC(=C12)C)C#CC)CN1[C@@H](C[C@@H](CC1)C1CC1)C1=CC=C(C=C1)C(=O)OC